4-(2-acryloyl-2,6-diazaspiro[3.4]octan-6-yl)-6-(6-fluoro-1-methyl-1H-indazol-7-yl)-2-(pyridin-2-ylmethoxy)pyrimidine-5-carbonitrile C(C=C)(=O)N1CC2(C1)CN(CC2)C2=NC(=NC(=C2C#N)C=2C(=CC=C1C=NN(C21)C)F)OCC2=NC=CC=C2